8-bromo-N-((5-fluoro-2,3-dihydrobenzofuran-4-yl)methyl)-2-methoxy-1,6-naphthyridin-5-amine BrC1=CN=C(C=2C=CC(=NC12)OC)NCC1=C(C=CC2=C1CCO2)F